FC1=CC=C(C=C1)CC=1C(NC(NC1)=O)=O (4-fluorophenylmethyl)pyrimidine-2,4-dione